2-(3-((S)-2-((R)-fluoro(4-methyl-4H-1,2,4-triazol-3-yl)methyl)oxetan-2-yl)phenyl)-6-(((S)-2-isopropyl-4-methylpiperazin-1-yl)methyl)-4-(trifluoromethyl)isoindolin-1-one F[C@@H]([C@@]1(OCC1)C=1C=C(C=CC1)N1C(C2=CC(=CC(=C2C1)C(F)(F)F)CN1[C@H](CN(CC1)C)C(C)C)=O)C1=NN=CN1C